O=C1C(C2=C(CCC3=C4CC=CC=C4C=C23)C1)C1=CC=C2C=CC3=C4C=CC=CC4=CC3=C21 oxo-1,2,3,4,5,6-hexahydrobicyclopentafluorene